C(C(=C)C)(=O)OCCCCCCCCCCCCCCCCCCCC n-eicosyl methacrylate